2-[1-(2-chloropyrimidin-4-yl)thiazol-4-yl]ethanol ClC1=NC=CC(=N1)S1C=NC(=C1)CCO